C(C)(C)(C)OC(CCOCCOCCOCCOC=1C=C(OCCOCCOCCOCCC(=O)OC(C)(C)C)C=C(C1)CN1C(C2=CC=CC=C2C1=O)=O)=O tert-butyl 3-{2-[2-(2-{3-[2-(2-{2-[3-(tert-butoxy)-3-oxopropoxy]ethoxy}ethoxy)ethoxy]-5-[(1,3-dioxoisoindol-2-yl)methyl]phenoxy}ethoxy)ethoxy]ethoxy}propanoate